9,9'-(6-(3-(triphenylsilyl)phenyl)-1,3,5-triazine-2,4-diyl)bis(9H-carbazole) C1(=CC=CC=C1)[Si](C=1C=C(C=CC1)C1=NC(=NC(=N1)N1C2=CC=CC=C2C=2C=CC=CC12)N1C2=CC=CC=C2C=2C=CC=CC12)(C1=CC=CC=C1)C1=CC=CC=C1